tert-butyl (2-(6-(3-nitro-1H-pyrazol-1-yl)pyridin-3-yl)propan-2-yl)carbamate [N+](=O)([O-])C1=NN(C=C1)C1=CC=C(C=N1)C(C)(C)NC(OC(C)(C)C)=O